NC1=C2C(=NC=N1)N(N=C2C=2C=NNC2)CC=2OC1=CC=C(C=C1C(C2C2=CC=CC=C2)=O)F 2-((4-Amino-3-(1H-pyrazol-4-yl)-1H-pyrazolo[3,4-d]pyrimidin-1-yl)methyl)-6-fluoro-3-benzeneyl-4H-chromen-4-one